NC1=C(N=CC2=C(C(=CC=C12)F)C=1C(=NC(=CC1)F)C)C(=O)NCCC 4-amino-7-fluoro-8-(6-fluoro-2-methylpyridin-3-yl)-N-propylisoquinoline-3-carboxamide